N7-[2-[[tert-butyl(diphenyl)silyl]oxymethyl]-3-chloro-propyl]-8-methoxy-5,5-dimethyl-6H-benzo[h]quinazoline-4,7-diamine [Si](C1=CC=CC=C1)(C1=CC=CC=C1)(C(C)(C)C)OCC(CNC=1C(=CC=C2C1CC(C=1C(=NC=NC21)N)(C)C)OC)CCl